COC(CCC1OCCCC1)=O 3-(tetrahydropyran-2-yl)-propanoic acid methyl ester